(2S)-2-(cyanomethyl)-4-(2-methoxy-6-((1-(methoxycarbonyl)-1,2,3,4-tetrahydronaphthalen-1-yl)methyl)-5-nitropyrimidin-4-yl)piperazine-1-carboxylic acid tert-butyl ester C(C)(C)(C)OC(=O)N1[C@H](CN(CC1)C1=NC(=NC(=C1[N+](=O)[O-])CC1(CCCC2=CC=CC=C12)C(=O)OC)OC)CC#N